C(C)OC(C1=NN=C2N1C=C(N=C2)C=2C=NC(=CC2)O[C@H](CC)C(F)(F)F)(F)F 3-[ethoxy(difluoro)methyl]-6-[6-[(1R)-1-(trifluoromethyl)propoxy]-3-pyridyl]-[1,2,4]triazolo[4,3-a]pyrazine